[Na+].[Na+].C1(C=C(C(C(=C1)S(=O)(=O)[O-])=O)S(=O)(=O)[O-])=O 1,4-dihydrobenzoquinone-3,5-disulphonic acid disodium salt